FC1=CC=C2[C@H](N3C(C2=C1)=CN=C3)C3CN(CCC3O)S(=O)(=O)C 3-((R)-8-fluoro-5H-imidazo[5,1-a]isoindol-5-yl)-1-(methylsulfonyl)piperidin-4-ol